3-(2-chloro-4-methoxyphenyl)pyridin-4-amine ClC1=C(C=CC(=C1)OC)C=1C=NC=CC1N